COC([C@H](CC1=CC=C(C=C1)N1C(C2(C3=CC(=C(C=C13)Cl)F)CC2)=O)N)=O (S)-2-amino-3-(4-(6'-chloro-5'-fluoro-2'-oxospiro[cyclopropane-1,3'-indoline]-1'-yl)phenyl)propanoic acid methyl ester